(S,R) or (R,R)-4-(1-(difluoromethoxy)ethyl)-N'-((1,2,3,5,6,7-hexahydro-s-indacen-4-yl)carbamoyl)benzenesulfonimidamide FC(O[C@H](C)C1=CC=C(C=C1)[S@](=O)(N)=NC(NC1=C2CCCC2=CC=2CCCC12)=O)F |o1:11|